C(C)N(CCCN1N=NN(C1=S)C1=C(C=CC=C1)N(C)C)CC 1-(3-(diethylamino)propyl)-4-(dimethylamino-phenyl)-1,4-dihydro-5H-tetrazole-5-thione